OC[C@H](C1=CC=CC=C1)NC1=NC(=NC=C1C=1OC=NN1)NC1=CC=C2C(=N1)C(N(C2=O)CCC)(C)C (S)-2-((4-((2-hydroxy-1-phenylethyl)amino)-5-(1,3,4-oxadiazol-2-yl)pyrimidin-2-yl)amino)-7,7-dimethyl-6-propyl-6,7-dihydro-5H-pyrrolo[3,4-b]pyridin-5-one